[Br-].C(CCCCCCCCCCCCCCCCCCCCC)[N+](C)(C)C behenyl-trimethyl-ammonium bromide